(E)-2-(3-chlorophenyl)vinylpyridine ClC=1C=C(C=CC1)/C=C/C1=NC=CC=C1